(R)-1-(3-((3'-(3-((R)-3-Hydroxypyrrolidin-1-yl)propoxy)-2,2'-dimethyl-[1,1'-biphenyl]-3-yl)oxy)propyl)piperidin O[C@H]1CN(CC1)CCCOC=1C(=C(C=CC1)C1=C(C(=CC=C1)OCCCN1CCCCC1)C)C